FC(S(=O)(=O)OC=1C=C(C(=C2C=NNC12)C=1C=NN(C1)C)F)(F)F 5-fluoro-4-(1-methylpyrazol-4-yl)-1H-indazol-7-yl trifluoromethanesulfonate